ClC=1C=C(C2=C(C=C(O2)CNC(=O)C=2C=NN3C2N=CC=C3)C1)C(=O)OC1=CC=CC=C1 Phenyl 5-chloro-2-((pyrazolo[1,5-a]pyrimidine-3-carboxamido)methyl)benzofuran-7-carboxylate